N-((1r,4r)-4-(3-chloro-4-cyanophenoxy)cyclohexyl)-4-(4-((4-(4-(2,4-dioxotetrahydropyrimidin-1(2H)-yl)-1H-indol-1-yl)piperidin-1-yl)methyl)piperidin-1-yl)benzamide ClC=1C=C(OC2CCC(CC2)NC(C2=CC=C(C=C2)N2CCC(CC2)CN2CCC(CC2)N2C=CC3=C(C=CC=C23)N2C(NC(CC2)=O)=O)=O)C=CC1C#N